NC1=NC(C=2C(=N1)C=CN2)=O 2-amino-4-oxo-pyrrolo[3,2-d]pyrimidine